C(CC)(=O)OCCCCCCCC octanyl propanoate